N-((6-AMINO-2-METHYLPYRIDIN-3-YL)METHYL)-2-(3-METHYL-2,6-DIOXO-5-(PHENETHYLAMINO)-3,6-DIHYDROPYRIMIDIN-1(2H)-YL)ACETAMIDE NC1=CC=C(C(=N1)C)CNC(CN1C(N(C=C(C1=O)NCCC1=CC=CC=C1)C)=O)=O